N1=CCC1 azetene